BrC=1C=C(C=C2N=CC=NC12)NCCCC 8-Bromo-N-butylquinoxalin-6-amine